2-((1-(3-(cyclopropylmethoxy)phenyl)-5-isobutyl-1H-pyrazol-3-yl)amino)-5-(thiophen-2-yl)nicotinate C1(CC1)COC=1C=C(C=CC1)N1N=C(C=C1CC(C)C)NC1=C(C(=O)[O-])C=C(C=N1)C=1SC=CC1